FC1=C(OCCC#N)C=CC(=C1)C1=NC(=NC=C1C)NC=1C=NN(C1)C 3-(2-Fluoro-4-(5-methyl-2-((1-methyl-1H-pyrazol-4-yl)amino)pyrimidin-4-yl)phenoxy)propanenitrile